OC1=C(CN)C=CC=C1 o-hydroxybenzylamine